N-methylimidazolecarboxamide CNC(=O)C=1NC=CN1